FC=1C=C(C=C(C1)C(F)(F)F)O 3-fluoro-5-(trifluoromethyl)phenol